TMStrifluoromethyl-trimethylsilane [Si](C)(C)(C)C[Si](C)(C)C(F)(F)F